NCC=1C=CC(=NC1)OCCN1CCN(CC1)C(=O)OC(C)(C)C tert-butyl 4-[2-[[5-(aminomethyl)-2-pyridyl]oxy]ethyl]piperazine-1-carboxylate